7-chloro-N-[trans-2-{5-[2-(trifluoromethoxy)ethoxy]-1,3,4-oxadiazol-2-yl}-1,3-dioxane-5-yl]quinoline-3-carboxamide ClC1=CC=C2C=C(C=NC2=C1)C(=O)N[C@H]1CO[C@@H](OC1)C=1OC(=NN1)OCCOC(F)(F)F